SELENIUM TETRACHLORIDE [Se](Cl)(Cl)(Cl)Cl